ClC1=NC(=C2C(=N1)N(N=C2C2=CC=NC=C2)C)NCC2=CC=C(C=C2)S(=O)(=O)N 4-((6-Chloro-1-methyl-3-(4-pyridinyl)-1H-pyrazolo[3,4-d]pyrimidin-4-yl)aminomethyl)benzenesulfonamide